C(C)[C@@H]1N(C[C@H](N(C1)C(C)C=1C=CC2=C(OCCN2C)N1)CC)C=1C=2C(N(C(C1)=O)C)=CN(N2)CC#N 2-(7-((2S,5R)-2,5-diethyl-4-(1-(1-methyl-2,3-dihydro-1H-pyrido[2,3-b][1,4]oxazin-6-yl)ethyl)piperazin-1-yl)-4-methyl-5-oxo-4,5-dihydro-2H-pyrazolo[4,3-b]pyridin-2-yl)acetonitrile